N[C@@H]1[C@@H](OCC12CCN(CC2)C2=NC=C(C=1N2C=CN1)SC1=CC=NC2=CC=C(C=C12)C#N)C 4-((5-((3S,4S)-4-amino-3-methyl-2-oxa-8-azaspiro[4.5]decan-8-yl)imidazo[1,2-c]pyrimidin-8-yl)thio)quinoline-6-carbonitrile